1-(1-(fluoromethyl)cyclopropyl)-4-((3-(pyridin-3-yl)isoxazol-5-yl)methyl)-1,4-dihydropyrazine-2,3-dione FCC1(CC1)N1C(C(N(C=C1)CC1=CC(=NO1)C=1C=NC=CC1)=O)=O